BrC1=C2CN(C(C2=CC=C1COC1=C(C(=CC=C1C=1N=C(SC1)N1CCOCC1)F)F)=O)C1C(NC(CC1)=O)=O 3-(4-bromo-5-((2,3-difluoro-6-(2-morpholinothiazol-4-yl)phenoxy)methyl)-1-oxoisoindoline-2-yl)piperidine-2,6-dione